OC=1C=C2CC[C@H]([C@H](C2=CC1)C1=CC=C(OCCCCNCC2=CC=C(COC3=CC=C(C=C3)C3C(NC(CC3)=O)=O)C=C2)C=C1)C1=CC=CC=C1 3-(4-((4-(((4-(4-((1S,2R)-6-hydroxy-2-phenyl-1,2,3,4-tetrahydronaphthalen-1-yl)phenoxy)butyl)amino)methyl)benzyl)oxy)phenyl)piperidine-2,6-dione